NC(CO)CC=C 2-aminopentan-4-en-1-ol